Racemic-1-(5-methyl-4,5,6,7-tetrahydrobenzo[b]thiophen-5-yl)pyrrolidine formate salt C(=O)O.C[C@@]1(CC2=C(SC=C2)CC1)N1CCCC1 |r|